NC1=NC=CC(=C1C#CCN1CCOCC1)OC1=C(C=C(C=C1)NC(=O)C=1C(N(C(N(C1)CC(=O)N(C)C)=O)C1=CC=C(C=C1)F)=O)F N-(4-((2-amino-3-(3-morpholinoprop-1-yn-1-yl)pyridin-4-yl)oxy)-3-fluorophenyl)-1-(2-(dimethylamino)-2-oxoethyl)-3-(4-fluorophenyl)-2,4-dioxo-1,2,3,4-tetrahydropyrimidine-5-carboxamide